octyldi-n-decylammonium C(CCCCCCC)[NH+](CCCCCCCCCC)CCCCCCCCCC